N1C(=CC2=CC=CC=C12)C(=O)N1CCC(CC1)C1=C(C=CC=C1)C(F)(F)F (1H-indol-2-yl)(4-(2-(trifluoromethyl)phenyl)piperidin-1-yl)methanone